((3R)-4-amino-3-methyl-1,3-dihydrofuro[3,4-c][1,7]naphthyridin-8-yl)((3S)-3-(6-ethoxy-3-pyridazinyl)-4-morpholinyl)methanone NC1=NC=2C=NC(=CC2C2=C1[C@H](OC2)C)C(=O)N2[C@H](COCC2)C=2N=NC(=CC2)OCC